BrC1=C(C=C2C(=NC(=NC2=C1F)OC[C@H]1N(CCC1)C)N1CC2CCC(C1)N2C(=O)OC(C)(C)C)Cl Tert-butyl 3-[7-bromo-6-chloro-8-fluoro-2-[[(2S)-1-methylpyrrolidin-2-yl]methoxy] quinazolin-4-yl]-3,8-diazabicyclo[3.2.1]octane-8-carboxylate